C(CCC)N(C([S-])=S)CCCC.C(CCC)N(C([S-])=S)CCCC.[Ni+2] nickel(II) bis(dibutyldithiocarbamate)